((6-(isopropyl(methyl)amino)-2-(6-(4-(4-methoxyphenyl)-4H-1,2,4-triazol-3-yl)pyridine-2-yl)-1-oxo-2,3-dihydro-1H-pyrrolo[3,4-c]pyridin-4-yl)methyl)(methyl)carbamate C(C)(C)N(C1=CC2=C(C(=N1)COC(NC)=O)CN(C2=O)C2=NC(=CC=C2)C2=NN=CN2C2=CC=C(C=C2)OC)C